The molecule is an unsaturated fatty acyl-CoA that results from the formal condensation of the thiol group of coenzyme A with the carboxy group of (17Z,20Z,23Z,26Z,29Z)-3-oxodotriacontapentaenoic acid. It is a 3-oxo-fatty acyl-CoA, an unsaturated fatty acyl-CoA and an ultra-long-chain fatty acyl-CoA. It is a conjugate acid of a (17Z,20Z,23Z,26Z,29Z)-3-oxodotriacontapentaenoyl-CoA(4-). CC/C=C\\C/C=C\\C/C=C\\C/C=C\\C/C=C\\CCCCCCCCCCCCCC(=O)CC(=O)SCCNC(=O)CCNC(=O)[C@@H](C(C)(C)COP(=O)(O)OP(=O)(O)OC[C@@H]1[C@H]([C@H]([C@@H](O1)N2C=NC3=C(N=CN=C32)N)O)OP(=O)(O)O)O